FC=1C=2N(C=C(C1)NC(=O)C1=CC=C(C3=CN(N=C13)C)N1CCN(CC1)C(=O)OC(C)(C)C)C(=C(N2)C)C tert-butyl 4-[7-({8-fluoro-2,3-dimethylimidazo[1,2-a]pyridin-6-yl} carbamoyl)-2-methylindazol-4-yl]piperazine-1-carboxylate